1-(4-acryloylpiperazin-1-yl)-6-benzyl-3-(4-methylpiperazin-1-yl)-5,6,7,8-tetrahydro-2,6-naphthyridine-4-carbonitrile C(C=C)(=O)N1CCN(CC1)C1=NC(=C(C=2CN(CCC12)CC1=CC=CC=C1)C#N)N1CCN(CC1)C